ClC1=CC=C(C=C1)N1C(=NC2=CC=CC=C2C1=O)CC1=CC=C(C(=O)NO)C=C1 4-{[3-(4-chlorophenyl)-4-oxo-3,4-dihydroquinazolin-2-yl]methyl}-N-hydroxybenzamide